[Si](C)(C)(C(C)(C)C)OCCCOCOC(=O)C1=NC=2CCN(CC2C=C1)C(=O)[O-] (3-((tert-butyldimethylsilyl)oxy)propoxylmethyl)-7,8-dihydro-1,6-naphthyridine-2,6(5H)-dicarboxylate